Cl.C(C)OC1=C(OCCN[C@@H](CC=2C=CC(=C(C2)S(=O)(=O)N)OC)C)C=CC=C1 (-)-(R)-5-[2-[[2-(2-ethoxyphenoxy)ethyl]amino]propyl]-2-methoxybenzenesulfonamide hydrochloride